C(C)(C)C1CCC(CC1)N1CCC(CC1)N1C(C(C2=CC=CC=C12)NC(=O)NC)=O 1-(1-(1-((1s,4s)-4-isopropylcyclohexyl)piperidin-4-yl)-2-oxoindolin-3-yl)-3-methylurea